(S)-4-bromo-2,3-dihydro-1H-inden-1-amine hydrochloride Cl.BrC1=C2CC[C@@H](C2=CC=C1)N